CC=1N=C(SC1)[C@H](C)N (S)-1-(4-methylthiazol-2-yl)ethan-1-amine